trimethyl-aniline CC1=C(N(C)C)C=CC=C1